benzo[b]oxepine O1C2=C(C=CC=C1)C=CC=C2